C12(CC3CC(CC(C1)C3)C2)CC(=O)NN2C(C3=CC=CC=C3C(=N2)C2=CC=C(C=C2)C)=O 2-(adamantan-1-yl)-N-[4-(4-methylphenyl)-1-oxophthalazin-2(1H)-yl]acetamide